2-((4-(2-(pyridin-4-yl)-1H-imidazol-1-yl)phenoxy)methyl)quinoline N1=CC=C(C=C1)C=1N(C=CN1)C1=CC=C(OCC2=NC3=CC=CC=C3C=C2)C=C1